(3-((5-bromopyridin-2-yl)methyl)-1,2,3-oxadiazol-3-ium-5-yl)((3-(trifluoromethyl)phenyl)carbamoyl)amide BrC=1C=CC(=NC1)C[N+]1=NOC(=C1)[N-]C(NC1=CC(=CC=C1)C(F)(F)F)=O